I.N1C(CCC1)C1=NC=CN=C1 2-(2-pyrrolidyl)pyrazine hydroiodide